ClC1=CN=CC(=N1)C(=O)NNC(C(=O)OCC)=O ethyl 2-(2-(6-chloropyrazine-2-carbonyl) hydrazino)-2-oxoacetate